tert-Butyl 5-chloro-6-methoxy-3-(methoxymethyl)-3,4-dihydro-1H-isoquinoline-2-carboxylate ClC1=C2CC(N(CC2=CC=C1OC)C(=O)OC(C)(C)C)COC